C1(CCCCC1)C[C@H](C(=O)N1CC2(CCC2)[C@@](CC1)(O)CN1C=NC(=CC1=O)C1=C(C=CC=C1)F)C 3-(((R)-6-((R)-3-cyclohexyl-2-methylpropanoyl)-9-hydroxy-6-azaspiro[3.5]nonan-9-yl)methyl)-6-(2-fluorophenyl)pyrimidin-4(3H)-one